2-[5-[3-(4-ethenylphenoxy)-2-hydroxypropoxy]-2H-benzotriazol-2-yl]phenol C(=C)C1=CC=C(OCC(COC2=CC=3C(=NN(N3)C3=C(C=CC=C3)O)C=C2)O)C=C1